N-{3-[6-Amino-5-(4-benzyloxy-3-fluoro-phenyl)-pyrimidin-4-yloxy]-phenyl}-2-chloro-acetamide NC1=C(C(=NC=N1)OC=1C=C(C=CC1)NC(CCl)=O)C1=CC(=C(C=C1)OCC1=CC=CC=C1)F